FC1=C(C(=CC=C1NS(=O)(=O)C1=CC(=CC=C1)F)F)C=1C=C2C=NC(=NC2=CC1)NC(C(C)(C)C)=O N-(6-(2,6-difluoro-3-(3-fluorophenylsulfonylamino)phenyl)quinazolin-2-yl)pivaloamide